C(C)OC(=O)C=1C(=NN(C1CO)C1=NC=CC(=C1)CC1=CC(=CC(=C1)C(F)(F)F)F)C (4-(3-fluoro-5-(trifluoromethyl)benzyl)pyridin-2-yl)-5-(hydroxymethyl)-3-methyl-1H-pyrazole-4-carboxylic acid ethyl ester